3-((oxetan-2-yl)methyl)-3H-imidazo[4,5-b]pyridine-5-carboxylic acid O1C(CC1)CN1C=NC=2C1=NC(=CC2)C(=O)O